N1(CCOCC1)C1=NC=CC=C1S(=O)(=O)C1=CC=C(C=C1)NC(=O)NCC=1C=NC=CC1 1-{4-[2-(morpholin-4-yl)pyridine-3-sulfonyl]phenyl}-3-(pyridin-3-ylmethyl)urea